NC=1C=2N(C3=CC(=CC=C3N1)C(=O)N(C(C)C1=CC=C(C=C1)OC(F)(F)F)C1CC1)C=NC2 4-amino-N-cyclopropyl-N-(1-(4-(trifluoromethoxy)phenyl)ethyl)imidazo[1,5-a]quinoxaline-8-formamide